C(C)OC(=O)C1(OC2=C(C1)C=CC=C2)C(=O)OCC Benzofuran-2,2-dicarboxylic acid diethyl ester